(R)-N-(1-(7-cyano-2-(1-methyl-1H-pyrazol-4-yl)-1H-indol-4-yl)piperidin-3-yl)-4-(trifluoromethyl)benzamide C(#N)C=1C=CC(=C2C=C(NC12)C=1C=NN(C1)C)N1C[C@@H](CCC1)NC(C1=CC=C(C=C1)C(F)(F)F)=O